Tert-butyl 6,6-difluoro-1,4-diazepan-1-carboxylate FC1(CNCCN(C1)C(=O)OC(C)(C)C)F